NC1=C(C=NC=2N1N=CC2C2=NOC(N2)=O)C=2C1=C(SC2)C=CC=C1C 3-(7-amino-6-(4-methylbenzo[b]thiophen-3-yl)pyrazolo[1,5-a]pyrimidin-3-yl)-1,2,4-oxadiazol-5(4H)-one